N-(3-(2-(bicyclo[1.1.1]pentan-1-yl)-5-(2-((1,3-dimethyl-2,2-dioxido-2-thiaspiro[3.3]heptan-6-yl)amino)pyrimidin-4-yl)thiazol-4-yl)-2-fluorophenyl)-2,6-difluorobenzenesulfonamide C12(CC(C1)C2)C=2SC(=C(N2)C=2C(=C(C=CC2)NS(=O)(=O)C2=C(C=CC=C2F)F)F)C2=NC(=NC=C2)NC2CC1(C(S(C1C)(=O)=O)C)C2